BrC=1N=C(C(N(C1)C)=O)NC1=CC(=C(C=C1)N1[C@H](CN(CC1)C1CCOCC1)C)[N+](=O)[O-] 5-bromo-1-methyl-3-([4-[(2S)-2-methyl-4-(oxan-4-yl)piperazin-1-yl]-3-nitrophenyl]amino)pyrazin-2-one